C(C)(C)(C)[Si](OCCC=C1CCOCC1)(C)C t-Butyldimethyl-(3-(tetrahydro-4H-pyran-4-ylidene)propoxy)silane